FC1=CC(=C(OCCC[C@H](CC(=O)OCC)C)C=C1)CN1C(=NC=C1C)C1=CC=C(C=C1)C(F)(F)F ethyl (R)-6-(4-fluoro-2-((5-methyl-2-(4-(trifluoromethyl) phenyl)-1H-imidazol-1-yl) methyl) phenoxy)-3-methylhexanoate